3,4-diazidoethoxyfuroxan N(=[N+]=[N-])C1[N+](ON=C1N=[N+]=[N-])([O-])OCC